CNS(=O)(=O)C1=CC(=C(C=C1)NC1=NC=CC=C1)C=1N=CN(C1)C N-methyl-3-(1-methylimidazol-4-yl)-4-(2-pyridylamino)benzenesulfonamide